N-(3,3-difluorocyclobutyl)-2-fluoro-1'-((6-fluoro-4-oxo-4,5-dihydropyrrolo[1,2-a]quinoxalin-7-yl)methyl)-1',2',3',6'-tetrahydro-[3,4'-bipyridine]-6-carboxamide FC1(CC(C1)NC(=O)C1=CC=C(C(=N1)F)C=1CCN(CC1)CC=1C(=C2NC(C=3N(C2=CC1)C=CC3)=O)F)F